methyl 2-(4-bromo-6-methylpyridin-2-yl)acetate BrC1=CC(=NC(=C1)C)CC(=O)OC